FC(CCN1C(NC2=NC=NC=C12)=O)(F)F 7-(3,3,3-trifluoropropyl)-7,9-dihydro-8H-purin-8-one